COC1=NC(=NC=C1C#CC1COC1)N 4-methoxy-5-[2-(oxetan-3-yl)ethynyl]pyrimidin-2-amine